N-(3-Methyl-1-(methylsulfonyl)piperidin-4-yl)-8-(piperidin-1-yl)-7-(1H-pyrazol-4-yl)-[1,2,4]triazolo[1,5-c]pyrimidin-2-amine CC1CN(CCC1NC1=NN2C=NC(=C(C2=N1)N1CCCCC1)C=1C=NNC1)S(=O)(=O)C